3-(hydroxymethyl)-6-[(4-hydroxyphenyl)methyl]piperazine-2,5-dione OCC1C(NC(C(N1)=O)CC1=CC=C(C=C1)O)=O